N,N'-(2,2'-dimethyl-[1,1'-biphenyl]-3,3'-diyl)bis(4-methoxy-5-((3-methoxy-3-methylazetidin-1-yl)methyl)picolinamide) CC1=C(C=CC=C1NC(C1=NC=C(C(=C1)OC)CN1CC(C1)(C)OC)=O)C1=C(C(=CC=C1)NC(C1=NC=C(C(=C1)OC)CN1CC(C1)(OC)C)=O)C